Cl.N1NNN=C1C=1C(=CC(=C(OC=2C(=NC(=NC2)N)N)C1)C(C)C)OC 5-[5-(2,3-dihydro-1H-tetrazol-5-yl)-2-isopropyl-4-methoxy-phenoxy]-pyrimidine-2,4-diamine HCl salt